tert-butyl 3-((((S)-3,4-dihydro-2H-pyrano[3,2-b]pyridin-4-yl)(methyl)amino)methyl)-5-morpholino-3,4-dihydroisoquinoline-2(1H)-carboxylate O1CC[C@@H](C2=NC=CC=C21)N(C)CC2N(CC1=CC=CC(=C1C2)N2CCOCC2)C(=O)OC(C)(C)C